3-(1-(4-(5-(difluoromethyl)-1,3,4-oxadiazol-2-yl)-2-fluorobenzyl)-1H-1,2,3-triazol-4-yl)tetrahydrofuran-3-ol FC(C1=NN=C(O1)C1=CC(=C(CN2N=NC(=C2)C2(COCC2)O)C=C1)F)F